4-(1,1-dimethylethoxy)-butylamine CC(C)(OCCCCN)C